FC=1C=CC=C2N=CC(=NC12)C=1C=NN(C1)C1CC(C1)CNC(OC(C)(C)C)=O tert-butyl ((3-(4-(8-fluoroquinoxalin-2-yl)-1H-pyrazol-1-yl)cyclobutyl)methyl)carbamate